The molecule is a hydroxyimidazole that is 5-hydroxyimidazole in which the hydrogen at position 4 is replaced by a carboxymethyl group. It is a conjugate acid of a 5-hydroxyimidazole-4-acetate. C1=NC(=C(N1)CC(=O)O)O